1-(2-amino-4,6-dichloropyrimidin-5-yl)ethanone NC1=NC(=C(C(=N1)Cl)C(C)=O)Cl